4-(3-(diethylamino)propoxy)benzaldehyde C(C)N(CCCOC1=CC=C(C=O)C=C1)CC